Cl.N12CCN(CC1)CC2 4-aza-1-azabicyclo[2.2.2]Octane hydrochloride